6-bromo-N-(2-(4,4-difluorocyclohexyl)-4-(2,5-difluorophenyl)pyridin-3-yl)-5-fluoronicotinamide BrC1=NC=C(C(=O)NC=2C(=NC=CC2C2=C(C=CC(=C2)F)F)C2CCC(CC2)(F)F)C=C1F